5-((3S,5R)-4-(tert-butoxycarbonyl)-3,5-dimethylpiperazin-1-yl)-2-methoxyquinazoline-8-carboxylic acid C(C)(C)(C)OC(=O)N1[C@H](CN(C[C@H]1C)C1=C2C=NC(=NC2=C(C=C1)C(=O)O)OC)C